N1=CC(=CC=C1)C1=NN(C2=CC=C(C=C12)NC1=CC=C(C(=O)NC2CCOCC2)C=C1)COCC[Si](C)(C)C 4-((3-(pyridin-3-yl)-1-((2-(trimethylsilyl)ethoxy)methyl)-1H-indazol-5-yl)amino)-N-(tetrahydropyran-4-yl)benzamide